C(C)(C)C1=NC=NC=C1B(O)O 4-isopropyl-5-pyrimidineboronic acid